[Br-].C(CCCCCCC)N1C=CC(C=C1)=C1C=CN(C=C1)CCCCCCCC 1,1'-di-n-octyl-4,4'-bipyridyl bromide